CN1N=CC(=C1)C=1C=C(C=2N(C1)N=CC2C#N)B2OC(C(O2)(C)C)(C)C 6-(1-methyl-1H-pyrazol-4-yl)-4-(4,4,5,5-tetramethyl-1,3,2-dioxaborolane-2-yl)pyrazolo[1,5-a]pyridine-3-carbonitrile